Cl.C1(=CC=CC=C1)C1=NN=C(O1)C1=CC=C(C=C1)CN (4-(5-phenyl-1,3,4-oxadiazol-2-yl)phenyl)methanamine hydrochloride Salt